ethyl 4-bromo-3-(1-methyl-1H-pyrazol-3-yl)-1H-pyrrole-2-carboxylate BrC=1C(=C(NC1)C(=O)OCC)C1=NN(C=C1)C